C(C)(C)(C)C1=CC2=C(C3=CC=CC=C3C(=C2C=C1)OCCCCC)OCCCCC 2-tert-butyl-9,10-di(n-pentoxy)anthracene